CC1=C(C=C(C=C1)C=1C(=O)NC(C1)=O)C=1C(=O)NC(C1)=O tolylenebismaleimide